2-p-menthan-1,8-dien-3-yl-5-pentyl-trans-(-)-resorcinol C1(=CC(C(CC1)C(=C)C)C1=C(O)C=C(C=C1O)CCCCC)C